FC(C1C(C(S(=O)(=O)OC1CC)CC)CC)(F)F 3-(trifluoromethyl)-1,2,4-tri(ethyl)-butanesultone